tert-Butyl (6R,7R)-6-hydroxy-7-isobutyl-1,4-diazepane-1-carboxylate O[C@@H]1CNCCN([C@@H]1CC(C)C)C(=O)OC(C)(C)C